ClC1=CC=C(C=C1)C=1N=C2N(C=CC=C2)C1CN1CC2COCC(C1)N2C(=O)C2=NC(=CC=C2)OC (7-{[2-(4-Chlorophenyl)imidazo[1,2-a]pyridin-3-yl]methyl}-3-oxa-7,9-diazabicyclo[3.3.1]non-9-yl)(6-methoxypyridin-2-yl)methanone